tert-butyl 4-(methyl(4-nitrophenyl)amino)piperidine-1-carboxylate CN(C1CCN(CC1)C(=O)OC(C)(C)C)C1=CC=C(C=C1)[N+](=O)[O-]